F[C@@H]1CN(CC[C@@H]1NC=1C=2C=C(N(C2C=CC1)CC(F)(F)F)C1=NOC(=N1)CNC1=CC=C(C=C1)S(=O)(=O)C)C |r| (+/-)-N-[(3R,4S)-3-fluoro-1-methylpiperidin-4-yl]-2-(5-{[(4-methanesulfonyl-phenyl)amino]methyl}-1,2,4-oxadiazol-3-yl)-1-(2,2,2-trifluoroethyl)-1H-indol-4-amine